2-phenyl-4-(thiophen-3-yl)-2H-benzo[e][1,3]oxazin-3(4H)-ol C1(=CC=CC=C1)C1OC2=C(C(N1O)C1=CSC=C1)C=CC=C2